S1C(=NC2=C1C=CC=C2)NC(=O)C=2C=CC=C1CCN(CC21)C2=CC=C(C(=N2)C(=O)NS(=O)(=O)C2=CC=C(C=C2)CCC(=O)OC)C=2C=NN(C2C)CC(C)C methyl 3-(4-(N-(6-(8-(benzo[d]thiazol-2-ylcarbamoyl)-3,4-dihydroisoquinolin-2(1H)-yl)-3-(1-isobutyl-5-methyl-1H-pyrazol-4-yl)picolinoyl) sulfamoyl)phenyl)propanoate